C1(CC1)C1=CC(=CC(=N1)C1=NC2=C(N1)C=CC(=C2)CN[C@H]2[C@H](CCC2)O)C2=C(C=C(C=C2)F)C2=NN=CN2C (1S,2R)-2-(((2-(6-cyclopropyl-4-(4-fluoro-2-(4-methyl-4H-1,2,4-triazol-3-yl)phenyl)pyridin-2-yl)-1H-benzo[d]imidazol-5-yl)methyl)amino)cyclopentan-1-ol